C1(=CC=CC=C1)C(=O)C(C)(C)O 2-hydroxy-2-propyl phenyl keton